FC1=CC=C(C=N1)C1=NC(=CC(=C1N1C(CC(CC1)C1=NN=CN1C)C)C#N)C(F)(F)F 6'-Fluoro-3-[2-methyl-4-(4-methyl-4H-1,2,4-triazol-3-yl)piperidin-1-yl]-6-(trifluoromethyl)-[2,3'-bipyridine]-4-carbonitrile